FC(OC1=C(C=C(C=C1)S(=O)(=O)C1=CC=NC=C1)C1=NN(C=C1NC(=O)C=1C=NN2C1N=CC=C2)C)F N-[3-[2-(difluoromethoxy)-5-(4-pyridylsulfonyl)phenyl]-1-methyl-pyrazol-4-yl]pyrazolo[1,5-a]pyrimidine-3-carboxamide